sodium methacrylate hydroxypropyl-sulfonate salt OCCCS(=O)(=O)[O-].C(C(=C)C)(=O)O.[Na+]